OCCCCC1=CC=CC(=N1)C(=O)OC(C)(C)C tert-butyl 6-(4-hydroxybutyl)picolinate